OC=1C=C(C=C(C1O)OC)/C=C/C=C/C(=O)OC(C)C isopropyl (2E,4E)-5-(3,4-dihydroxy-5-methoxyphenyl)penta-2,4-dienoate